5-fluoro-N-{4-fluoro-3-[5-(propan-2-yl)-2H-pyrazolo[3,4-b]pyridin-2-yl]phenyl}pyridine FC=1C=CCN(C1)C1=CC(=C(C=C1)F)N1N=C2N=CC(=CC2=C1)C(C)C